CC1=C2C(=NC=C1)C=CS2 7-methylthieno[3,2-b]pyridin